CC(C=O)CC(CC=C(C)C)(C1=CC=CC=C1)C 2,4,7-trimethyl-4-phenyloct-6-enal